COCCOCCN1N=C(C(=C1)N1C(=CC=CC1)C1=CC=NC=C1)C1=NC=CC=C1 N-(1-(2-(2-methoxyethoxy)ethyl)-3-(pyridin-2-yl)-1H-pyrazol-4-yl)-[2,4'-bipyridin]